O=C1NC(=NC2=C1CN(CCC2)C(=O)OC(C)(C)C)C2(CC2)C=2C=C(C=CC2)C=2CCCCC2 tert-butyl 4-oxo-2-(1-(2',3',4',5'-tetrahydro-[1,1'-biphenyl]-3-yl)cyclopropyl)-3,4,5,7,8,9-hexahydro-6H-pyrimido[5,4-c]azepine-6-carboxylate